2-(3-fluoro-2-methoxy-5-((S)-1-methoxypropan-2-yl)phenyl)-2-((R)-3-(methyl(5-(5,6,7,8-tetrahydro-1,8-naphthyridin-2-yl)pentyl)amino)pyrrolidin-1-yl)acetic acid FC=1C(=C(C=C(C1)[C@@H](COC)C)C(C(=O)O)N1C[C@@H](CC1)N(CCCCCC1=NC=2NCCCC2C=C1)C)OC